(R)-(5-Ethoxy-7-methyl-1H-imidazo[4,5-b]pyridin-2-yl)(5-methyl-7,8-dihydro-1,6-naphthyridin-6(5H)-yl)methanone C(C)OC1=CC(=C2C(=N1)N=C(N2)C(=O)N2[C@@H](C=1C=CC=NC1CC2)C)C